3-(2-(5-bromo-1H-indol-1-yl)acetamido)propanoic acid BrC=1C=C2C=CN(C2=CC1)CC(=O)NCCC(=O)O